ClC1=C(C=CC(=C1F)F)C1N=C(NC(=C1C(=O)OCC)[C@@H]1CC[C@H](CC1)C1=CC(=NN1C)C(=O)OC)C=1SC=CN1 ethyl 4-(2-chloro-3,4-difluorophenyl)-6-((trans)-4-(3-(methoxycarbonyl)-1-methyl-1H-pyrazol-5-yl)cyclohexyl)-2-(thiazol-2-yl)-1,4-dihydropyrimidine-5-carboxylate